BrC1=C2C[C@H]([C@H](C2=C(C(=C1)F)Cl)OCOC)F (1s,2r)-4-bromo-7-chloro-2,6-difluoro-1-(methoxymethoxy)-2,3-dihydro-1H-indene